Ethyl 2-(2,6-dibromo-4-((2,5-dioxo-3-(4-(trifluoromethyl)-phenyl)imidazolidin-1-yl)meth-yl)phenoxy)-2-methylpropionate BrC1=C(OC(C(=O)OCC)(C)C)C(=CC(=C1)CN1C(N(CC1=O)C1=CC=C(C=C1)C(F)(F)F)=O)Br